N1=C2C(=CC=C1)OC1=C(C[C@@H]2CN(C)C)C=CC=C1 |o1:10| (R*)-1-(10,11-dihydro-benzo[6,7]oxepino[3,2-b]pyridin-11-yl)-N,N-dimethylmethanamine